Benzyl (2S)-2-amino-3-[[2-[[3-[(5-fluoro-1,4,5,6-tetrahydropyrimidin-2-yl)amino]benzoyl]amino]acetyl]amino]propanoate N[C@H](C(=O)OCC1=CC=CC=C1)CNC(CNC(C1=CC(=CC=C1)NC=1NCC(CN1)F)=O)=O